tert-Butyl (3S,4S)-3-(isopropylamino)-4-methylpyrrolidine-1-carboxylate C(C)(C)N[C@@H]1CN(C[C@@H]1C)C(=O)OC(C)(C)C